8-(2-chloro-6-methylpyridin-4-yl)-7-phenylimidazo[1,2-c]pyrimidin-5-amine ClC1=NC(=CC(=C1)C=1C=2N(C(=NC1C1=CC=CC=C1)N)C=CN2)C